F[C@H]1[C@@H]2CC[C@H](C[C@H]1OC1=CC=C(N=N1)C1=C(C=C3C=CN(C(C3=C1)=O)C)O)N2 7-(6-((1S,2S,3R,5R)-2-fluoro-8-azabicyclo[3.2.1]octan-3-yloxy)pyridazin-3-yl)-6-hydroxy-2-methylisoquinolin-1(2H)-one